CC(=O)C[11C](=O)O [11C]acetoacetate